(R)-2-(4-amino-3-isopropoxy-1H-pyrazol-1-yl)propionitrile NC=1C(=NN(C1)[C@@H](C#N)C)OC(C)C